CC=1OCC(N1)(C)C 2,4,4-trimethyl-2-oxazoline